C(C1=CC=CC=C1)N(C=1C(=C2C(=CC1)[C@H](OC[C@]21CC=2N=C(N=C(C2CO1)Cl)SC)C)Br)CC1=CC=CC=C1 |r| (1RS,4SR)-N,N-dibenzyl-5-bromo-4'-chloro-1-methyl-2'-(methylthio)-5',8'-dihydrospiro[isochromane-4,7'-pyrano[4,3-d]pyrimidin]-6-amine